C(C)(C)(C)C(C(C(O)C(C)(C)C)O)O di-tert-butyl-glycerol